N-(2-Hydroxyethyl)-cyclohexylamin OCCNC1CCCCC1